C(C)(C)(C)OC(=O)NC1CCC(CC1)CCC(=O)O 3-((1r,4r)-4-((tert-butoxycarbonyl)amino)cyclohexyl)propanoic acid